ClC1=CC=2N(C=C1)C=C(N2)C(=O)NNC(N)=S 2-(7-chloroimidazo[1,2-a]pyridine-2-carbonyl)hydrazine-1-carbothioamide